1-(2-fluorophenyl)-4,4-dimethyl-3-phenylpent-1-yn-3-ol FC1=C(C=CC=C1)C#CC(C(C)(C)C)(O)C1=CC=CC=C1